C(C)(C)(C)OC(=O)NCCC(C(C(=O)OC)=[N+]=[N-])=O methyl 5-[[(tert-butoxy)carbonyl]amino]-2-diazo-3-oxopentanoate